C(C)(C)(C)OC(=O)N(CCOCC(=O)OCC)C ethyl 2-(2-((tert-butoxycarbonyl) (methyl)amino)ethoxy)acetate